2-Fluoroprop-1-ene FC(=C)C